C(CCCCCCCCCCC)C(C(=O)OCCCN(C(C=CC(NCCOCCN(C)C)=O)=O)CCCOC(C(CCCCCCCCCCCC)CCCCCCCCCCCC)=O)CCCCCCCCCCCC 13-{3-[(2-dodecyl-1-oxotetradecyl) oxy] propyl}-2-methyl-9,12-dioxo-5-oxa-2,8,13-triazahexadec-10-en-16-yl 2-dodecyltetradecanoate